2-(4-fluorophenyl)-5-hydroxy-7-methoxy-8-(pyrrolidin-1-yl)-4H-chromen-4-one FC1=CC=C(C=C1)C=1OC2=C(C(=CC(=C2C(C1)=O)O)OC)N1CCCC1